C(C)(C)(C)N1CCN(CC1)C1=CC(=C(C=C1)C1=C2C=C(NC2=C(C(=C1)C1=CCCN(C1)C(CCN1N=NC=C1)=O)F)C(N(C)C)=O)OC(F)(F)F tert-butyl-4-[4-[2-(dimethylcarbamoyl)-7-fluoro-6-[1-[3-(triazol-1-yl)propanoyl]-3,6-dihydro-2H-pyridin-5-yl]-1H-indol-4-yl]-3-(trifluoromethoxy)phenyl]piperazine